(S)-1-(7-bromo-2,6-dichloro-8-fluoroquinazolin-4-yl)pyrrolidin-3-yl acetate C(C)(=O)O[C@@H]1CN(CC1)C1=NC(=NC2=C(C(=C(C=C12)Cl)Br)F)Cl